6-[5-[(1S)-1-[[(3R)-8,10-dibromo-3-methyl-3-oxo-3λ6-thia-2,4-diazabicyclo[4.4.0]deca-1(6),2,4,7,9-pentaen-5-yl]amino]ethyl]-1,2,4-triazol-1-yl]pyridine-3-carbonitrile BrC1=CC=2C(=N[S@@](=NC2C(=C1)Br)(=O)C)N[C@@H](C)C1=NC=NN1C1=CC=C(C=N1)C#N